FC=1C=C(CN2C(=NC3=NC=C(C=C32)N3C=CC=2C3=NC(=CN2)C2=NN(C=C2)C)C)C=C(C1)F 1-(3,5-difluorobenzyl)-2-methyl-6-(3-(methyl-1H-pyrazol-3-yl)-5H-pyrrolo[2,3-b]pyrazin-5-yl)-1H-imidazo[4,5-b]pyridine